C1(CCCC1)N1CC=CC2=C1N=C(N=C2)N2CCC(CC2)NCCC2=CC=CC=C2 8-cyclopentyl-2-(4-(phenethylamino)piperidin-1-yl)-pyrido[2,3-d]pyrimidine